N(=C=O)C(C)C=1C=C(C=CC1)N=C=O 3-(α-isocyanatoethyl)phenylisocyanate